2-(4-((tert-butyldimethylsilyl)oxy)-2-methylbutan-2-yl)-3-methyl-5-vinylphenol [Si](C)(C)(C(C)(C)C)OCCC(C)(C)C1=C(C=C(C=C1C)C=C)O